CC1=CN=C(S1)C=1C2=CN(N=C2C=C(C1)C(=O)N[C@H](C)C=1C=NC(=NC1)C(F)(F)F)CCC(F)(F)F (R)-4-(5-methylthiazol-2-yl)-N-(1-(2-(trifluoromethyl)pyrimidin-5-yl)ethyl)-2-(3,3,3-trifluoropropyl)-2H-indazole-6-carboxamide